C(C)N(C=1N2C=C(C=C2C=C(C1C)C(=O)O)C1=CC=C(C=C1)N1CCOCC1)C1CCOCC1 5-(ethyl-(tetrahydro-2H-pyran-4-yl)amino)-6-methyl-2-(4-morpholinophenyl)indolizine-7-carboxylic acid